[Cl-].CN1C=[N+](C=C1)CCN 1-methyl-3-(2-aminoethyl)imidazolium chloride